1-iodo-4-bromodibenzo[b,d]furan IC1=CC=C(C=2OC3=C(C21)C=CC=C3)Br